4-[2-tert-butoxyethyl-[4-(5,6,7,8-tetrahydro-1,8-naphthyridin-2-yl)butyl]amino]-2-[[3-(trifluoromethyl)pyridine-2-carbonyl]amino]butanoic acid C(C)(C)(C)OCCN(CCC(C(=O)O)NC(=O)C1=NC=CC=C1C(F)(F)F)CCCCC1=NC=2NCCCC2C=C1